CN(CCCO)C 3-Dimethylamino-1-propanol